2-methyl-2-(5-(2-((4-(trifluoromethyl)phenyl)amino)phenyl)-1,3,4-oxadiazol-2-yl)propanamide CC(C(=O)N)(C)C=1OC(=NN1)C1=C(C=CC=C1)NC1=CC=C(C=C1)C(F)(F)F